(4-bromo-phenyl)-carbamic acid 1,2,3,4-tetrahydro-quinolin-6-yl ester N1CCCC2=CC(=CC=C12)OC(NC1=CC=C(C=C1)Br)=O